methyl 2-[3,5-dichloro-2-(hydroxymethyl)-4-pyridyl]acetate ClC=1C(=NC=C(C1CC(=O)OC)Cl)CO